stearoyl-(octadecyl)amine C(CCCCCCCCCCCCCCCCC)(=O)NCCCCCCCCCCCCCCCCCC